OC1CN(CC1)C=1C=C(C=NC1)OC=1C=NC(=C(C#N)C1)OC1CCN(CC1)S(=O)(=O)C 5-((5-(3-hydroxypyrrolidin-1-yl)pyridin-3-yl)oxy)-2-((1-(methyl-sulfonyl)piperidin-4-yl)oxy)nicotinonitrile